CC1=CC=C(C=C1)S(=O)(=O)OCCCC(F)(F)F 4,4,4-trifluorobutyl p-toluenesulfonate